3,3-dimethyl-diazirine CC1(N=N1)C